ethyl 4-(cyclobutylmethyl)-4H-pyrrolo[2,3-d]thiazole-5-carboxylate C1(CCC1)CN1C(=CC2=C1N=CS2)C(=O)OCC